NC=1N=C(N(C1)C1C2CCC(C1)C2)C(=O)OCC ethyl 4-amino-1-{bicyclo[2.2.1]heptan-2-yl}imidazole-2-carboxylate